4-(4-nitrophenylazo)aniline HCl Cl.[N+](=O)([O-])C1=CC=C(C=C1)N=NC1=CC=C(N)C=C1